OC(CCN1[C@@H](CCC1)C(=O)O)O dihydroxypropyl-proline